CCBBBBBBBBBB 1,2-dicarbadodecaborane